N-[5-[4-[benzoylcarbamothioyl(methyl)amino]phenyl]-2,4-dimethyl-pyrazol-3-yl]-4-(trifluoromethoxy)benzamide C(C1=CC=CC=C1)(=O)NC(=S)N(C1=CC=C(C=C1)C=1C(=C(N(N1)C)NC(C1=CC=C(C=C1)OC(F)(F)F)=O)C)C